C1(CC1)C([C@@H](C(=O)NC=1C=NC(=C(C1)C)C=1C(=NNC1C)C)NC(=O)C=1N(N=CC1)CC)C1CC1 N-[(1S)-1-(dicyclopropylmethyl)-2-[[6-(3,5-dimethyl-1H-pyrazol-4-yl)-5-methyl-3-pyridyl]amino]-2-oxo-ethyl]-2-ethyl-pyrazole-3-carboxamide